C(#N)C1=CC(=C(C(=O)OC)C=C1)C1=NC(=CC=C1)C1CC1 methyl 4-cyano-2-(6-cyclopropyl-2-pyridyl)benzoate